CC1=NN(C(=C1C)C)C1=CC=CC=C1 3,4,5-trimethyl-1-phenyl-1H-pyrazole